ClC1=C(C(=CC=C1)C)NC(=O)C1=CN=C(S1)NC1=CC(=NC(=N1)C)N1[C@H]2CN([C@@H](C1)C2)CCCNC(OC(C)(C)C)=O tert-butyl (3-((1R,4R)-5-(6-((5-((2-chloro-6-methylphenyl)carbamoyl)thiazol-2-yl)amino)-2-methylpyrimidin-4-yl)-2,5-diazabicyclo[2.2.1]heptan-2-yl)propyl)carbamate